ethyl 4-methyl-5-oxa-1,10-diazatricyclo[7.3.0.03,7]dodeca-2,7,9,11-tetraene-12-carboxylate CC1C2=CN3C(=CN=C3C=C2CO1)C(=O)OCC